6-bromo-7-cyclopropyl-1-(2-(trifluoromethyl)pyridin-3-yl)quinazolin-2,4(1H,3H)-dione BrC=1C=C2C(NC(N(C2=CC1C1CC1)C=1C(=NC=CC1)C(F)(F)F)=O)=O